C1(CCCCC1)[C@H]1[C@H](C=2C=CC(=CC2CC1)O)C1=NC=C(C=C1)N1CCC(CC1)C(OC)OC (5R,6S)-6-cyclohexyl-5-(5-(4-(dimethoxymethyl)piperidin-1-yl)pyridin-2-yl)-5,6,7,8-tetrahydronaphthalen-2-ol